C(CC)C1=C(C2=CC=CC=C2C=C1)C=C propyl-1-vinyl-naphthalene